1-methyl-6-(methylsulfanyl)-1H,4H,5H-pyrazolo[3,4-d]pyrimidin-4-one CN1N=CC2=C1N=C(NC2=O)SC